2-(7-((2S,5R)-2,5-diethyl-4-(1-(quinolin-3-yl)ethyl)piperazin-1-yl)-4-methyl-5-oxo-4,5-dihydro-2H-pyrazolo[4,3-b]pyridin-2-yl)acetonitrile C(C)[C@@H]1N(C[C@H](N(C1)C(C)C=1C=NC2=CC=CC=C2C1)CC)C=1C=2C(N(C(C1)=O)C)=CN(N2)CC#N